C(CCCC)OC1=C(CBr)C=CC=C1 2-(pentyloxy)benzyl bromide